tert-butyl 4-((1R,5S,6S)-6-((4-(2-(2,6-dioxopiperidin-3-yl)-1-oxo-1,2-dihydrophthalazin-6-yl)piperazin-1-yl)methyl)-3-azabicyclo[3.1.0]hexan-3-yl)benzoate O=C1NC(CCC1N1C(C2=CC=C(C=C2C=N1)N1CCN(CC1)CC1[C@@H]2CN(C[C@H]12)C1=CC=C(C(=O)OC(C)(C)C)C=C1)=O)=O